[Br-].NC(C)C1=NC=CC=C1CC 1-aminoethyl-3-ethyl-pyridine bromide salt